4-(3-Thienyl)-1-p-toluenesulfonyl-1,2,3-triazole S1C=C(C=C1)C=1N=NN(C1)S(=O)(=O)C1=CC=C(C)C=C1